5-(2-ethoxy-3-pyridinyl)-1-isopropyl-3-methyl-N-([1,2,4]triazolo[4,3-a]pyridin-8-ylmethyl)pyrazolo[4,3-b]pyridin-7-amine C(C)OC1=NC=CC=C1C1=CC(=C2C(=N1)C(=NN2C(C)C)C)NCC=2C=1N(C=CC2)C=NN1